2-[2-(4,4,5,5-tetramethyl-1,3,2-dioxaborolan-2-yl)vinyl]phenol CC1(OB(OC1(C)C)C=CC1=C(C=CC=C1)O)C